(cyclohexyl)methyl-(cycloheptyl)methyl-dimethoxysilane C1(CCCCC1)C[Si](OC)(OC)CC1CCCCCC1